(S)-2-((tert-Butoxycarbonyl)amino)-4-(quinolin-6-yl)butanoic acid C(C)(C)(C)OC(=O)N[C@H](C(=O)O)CCC=1C=C2C=CC=NC2=CC1